12-tridecenenenitrile C(C=CCCCCCCCCC=C)#N